CC12C3=C(C(CC1)C2)C(=O)OC3=O methylnorbornene-2,3-dicarboxylic acid anhydride